N1(CC1)CCNS(=O)(=O)C=1C=CC(=C(C(=O)N(CCC)CCC)C1)C 5-(N-(2-(aziridine-1-yl)ethyl)sulfamoyl)-2-methyl-N,N-dipropylbenzamide